O=C1N(C2=CC=CC=C2C(N1CCC1=CC=C(C=C1)OCCN1CCCCC1)=O)CC1=CC=C(C(=O)NO)C=C1 4-((2,4-dioxo-3-(4-(2-(piperidin-1-yl)ethoxy)phenethyl)-3,4-dihydroquinazolin-1(2H)-yl)methyl)-N-hydroxybenzoamide